C[C@H]1CN(CCN1C1=CC2=C(N=CN=C2NC2=CC(=C(C=C2)OC2=CC=3N(C=C2)N=CN3)C)C=N1)C(=O)OC(C)(C)C tert-butyl (3S)-3-methyl-4-{4-[(3-methyl-4-{[1,2,4]triazolo[1,5-a]pyridin-7-yloxy}phenyl)amino]pyrido[3,4-d]pyrimidin-6-yl}piperazine-1-carboxylate